1-[5-[3-cyano-6-[1-(4-piperidyl)pyrazol-4-yl]pyrazolo[1,5-a]pyridin-4-yl]-2-pyridyl]-N-isopropyl-4-methyl-piperidine-4-carboxamide hydrochloride salt Cl.C(#N)C=1C=NN2C1C(=CC(=C2)C=2C=NN(C2)C2CCNCC2)C=2C=CC(=NC2)N2CCC(CC2)(C(=O)NC(C)C)C